C(C(=O)N)(=O)[O-].N=C1[NH2+]C(C2=CC=CC=C12)=N 1,3-diiminoisoindolium oxamate